2-[4-[4-(3-hydroxymethyl-piperidine-1-carbonyl)phenyl]-6-(4-hydroxypiperidin-1-yl)-pyrimidin-2-ylamino]-4-methyl-5-thiazolecarboxylic acid ethyl ester C(C)OC(=O)C1=C(N=C(S1)NC1=NC(=CC(=N1)C1=CC=C(C=C1)C(=O)N1CC(CCC1)CO)N1CCC(CC1)O)C